rac-(1R,2R,6S)-2-((2-fluoro-4-(trifluoromethyl)phenyl)carbamoyl)-6-(3-(prop-1-yn-1-yl)-4-(trifluoromethyl)phenyl)cyclohexane-1-carboxylic acid FC1=C(C=CC(=C1)C(F)(F)F)NC(=O)[C@H]1[C@@H]([C@H](CCC1)C1=CC(=C(C=C1)C(F)(F)F)C#CC)C(=O)O |r|